N1-(3-propyltrimethoxysilyl)diethylenetriamine CCCCO[Si](NCCNCCN)(OC)OC